4-fluoro-1-(5-(4-fluorophenoxy)pyridin-3-yl)piperidine-4-carboxylic acid FC1(CCN(CC1)C=1C=NC=C(C1)OC1=CC=C(C=C1)F)C(=O)O